N[C@@H]1CN(CC[C@H]1F)C1=NC2=C(N1CC1=NC=C(C#N)C=C1)C=C(C=C2F)F 6-((2-((3R,4R)-3-Amino-4-fluoropiperidin-1-yl)-4,6-difluoro-1H-benzo[d]imidazol-1-yl)methyl)nicotinonitril